FC=1C=C(C=NC1OC)CN1C2CN(CC1C2)C2=CC=C(C=N2)C=2C=1N(C=C(C2)C#CC(C)(C)O)N=CC1C#N 4-(6-(6-((5-fluoro-6-methoxypyridin-3-yl)methyl)-3,6-diazabicyclo[3.1.1]heptan-3-yl)pyridin-3-yl)-6-(3-hydroxy-3-methylbutan-1-yn-1-yl)pyrazolo[1,5-a]pyridine-3-carbonitrile